4-Methoxy-1-methyl-pyrrolidin COC1CCN(C1)C